CN(C1CN(C1)C=1OC2=CC=C(C=C2C(C1)=O)C)C 2-(3-(dimethylamino)azetidin-1-yl)-6-methyl-4-oxo-4H-chromen